5-acetylpyridinenitrile C(C)(=O)C=1C=CC(=NC1)C#N